tert-butyl 4-chloro-5-fluoro-2,3-dihydro-1H-pyrrolo[2,3-b]pyridine-1-carboxylate ClC1=C2C(=NC=C1F)N(CC2)C(=O)OC(C)(C)C